4-[5-(1-hydroxy-1-methyl-ethyl)-2-phenoxy-phenyl]-6-methyl-7-oxo-1H-pyrrolo[2,3-c]pyridine-2-carboxylic acid OC(C)(C)C=1C=CC(=C(C1)C=1C2=C(C(N(C1)C)=O)NC(=C2)C(=O)O)OC2=CC=CC=C2